dimethyl-2H-[1,4'-bipyridyl]-2-one CC1=C(C(N(C=C1)C1=CC=NC=C1)=O)C